6-benzyl-2,6,9-triazaspiro[4.5]decane-2-carboxylic acid tert-butyl ester C(C)(C)(C)OC(=O)N1CC2(CC1)N(CCNC2)CC2=CC=CC=C2